OCCN(C)CC1(CNC1)O 3-{[(2-hydroxyethyl)(methyl)amino]Methyl}azetidin-3-ol